N-(trans-1,3-dimethylpiperidin-4-yl)-1-(4-fluorobenzyl)cyclopropane-1-carboxamide CN1C[C@H]([C@@H](CC1)NC(=O)C1(CC1)CC1=CC=C(C=C1)F)C